C(C1=CC=CC=C1)[C@H](C(=O)N1[C@@H](CCC1)C(=O)N[C@H](C(=O)OC)CC1=CC=C(C=C1)O)\C=C\[C@H](CC(C)C)NC(=O)OC(C)(C)C methyl (2S)-2-{[(2S)-1-[(2S,3E,5S)-2-benzyl-5-{[(tert-butoxy) carbonyl] amino}-7-methyloct-3-enoyl] pyrrolidin-2-yl] formamido}-3-(4-hydroxyphenyl)propanoate